ethyl N-(ethoxycarbonyl)-N-propylalaninate C(C)OC(=O)N([C@@H](C)C(=O)OCC)CCC